BrC1=CC=C(C=C1)OC(=C(F)F)F p-bromo-trifluorovinyloxybenzene